6-(6-ethoxy-4-hydroxypyridin-3-yl)-N-((2-fluoro-5-methoxybenzyl)oxy)pyrazine-2-carboxamide C(C)OC1=CC(=C(C=N1)C1=CN=CC(=N1)C(=O)NOCC1=C(C=CC(=C1)OC)F)O